tert-butyl 7-[2-(2,8-dimethylimidazo[1,2-b]pyridazin-6-yl)-4-methyl-5-oxo-pyrido[2,3-d]pyridazin-6-yl]-4-azaspiro[2.5]octane-4-carboxylate CC=1N=C2N(N=C(C=C2C)C=2C=C(C3=C(C=NN(C3=O)C3CCN(C4(CC4)C3)C(=O)OC(C)(C)C)N2)C)C1